3-(8-(5-chloropentoxy)-2-methyl-4-oxoquinazolin-3(4H)-yl)piperidine-2,6-dione ClCCCCCOC=1C=CC=C2C(N(C(=NC12)C)C1C(NC(CC1)=O)=O)=O